(2-bromo-4-fluoro-6-(Trifluoromethyl)phenyl)(tert-butoxycarbonyl)carbamic acid tert-butyl ester C(C)(C)(C)OC(N(C(=O)OC(C)(C)C)C1=C(C=C(C=C1C(F)(F)F)F)Br)=O